CN(C(=O)C12CC(C1)(C2)C(=O)N(C=2C=NNC2)C)C2CCNCC2 N1,N3-dimethyl-N1-(piperidin-4-yl)-N3-(1H-pyrazol-4-yl)bicyclo[1.1.1]pentane-1,3-dicarboxamide